ClC=1C=C(OC2=CC=C(C=C2)NC(OCC=2C(=C3C(N(CC3=CC2)C2C(NC(CC2)=O)=O)=O)OC)=O)C=CC1 [2-(2,6-dioxopiperidin-3-yl)-4-methoxy-3-oxo-2,3-dihydro-1H-isoindol-5-yl]methyl N-[4-(3-chlorophenoxy)phenyl]carbamate